FC1=NC=C(C(=C1)F)[N+](=O)[O-] 2,4-difluoro-5-nitropyridine